C(CCCCCCC\C=C/CCCCCCCC)(=O)NCCN monooleoyl-ethylenediamine